FC(CN1C(=NC2=C1C=C(C=C2F)C2=CNC=1N=C(N=CC12)NC1CCN(CC1)C(C)=O)C)F 1-(4-((5-(1-(2,2-difluoroethyl)-4-fluoro-2-methyl-1H-benzo[d]imidazol-6-yl)-7H-pyrrolo[2,3-d]pyrimidin-2-yl)amino)piperidin-1-yl)ethan-1-one